(4aS,7aR,12bS)-3-(cyclopropylmethyl)-4a-hydroxy-7-oxo-2,3,4,4a,5,6,7,7a-octahydro-1H-4,12-methanobenzofuro[3,2-e]isoquinolin-9-yloctyl carbonate C(OCCCCCCCCC1=CC=C2C3=C1O[C@@H]1[C@]34CCN(C([C@@]4(CCC1=O)O)C2)CC2CC2)([O-])=O